C(C)(=O)SC(CCCCCCCCC)C S-(10-undecyl) thioacetate